O1CCCC=C1 1,3-dihydropyran